4-(2-(((6r,7r)-7-amino-2-carboxy-8-oxo-5-thia-1-azabicyclo[4.2.0]oct-2-en-3-yl)thio)thiazol-4-yl)-1-methylpyridin-1-ium chloride [Cl-].N[C@H]1[C@H]2SCC(=C(N2C1=O)C(=O)O)SC=1SC=C(N1)C1=CC=[N+](C=C1)C